NC=1C2=C(N=CN1)N(C(=C2C=2C=NC(=CC2)OC2CC2)C2CN(CC2)C(C=C)=O)C 1-(3-(4-amino-5-(6-cyclopropoxypyridin-3-yl)-7-methyl-7H-pyrrolo[2,3-d]pyrimidin-6-yl)pyrrolidin-1-yl)prop-2-en-1-one